C1(=CC=CC=C1)CC(=O)NC=1C=C(C=CC1)N1N=NC(=C1)C1=C(C(=O)O)C=CN=C1 (1-(3-(2-phenylacetamido)phenyl)-1H-1,2,3-triazole-4-yl)isonicotinic acid